(2R,5S)-tert-butyl 4-(2-(1-cyclopropylpiperidin-4-ylamino)-6-chloro-8-fluoro-7-(3-iodo-5-methyl-1H-indazol-4-yl)quinazolin-4-yl)-2,5-dimethylpiperazine-1-carboxylate C1(CC1)N1CCC(CC1)NC1=NC2=C(C(=C(C=C2C(=N1)N1C[C@H](N(C[C@@H]1C)C(=O)OC(C)(C)C)C)Cl)C1=C2C(=NNC2=CC=C1C)I)F